C(C)(C)OC(C=CC)=O 2-butenoic acid isopropyl ester